((cyclobutylmethyl)amino)-5-(2,3,5-trifluorophenyl)-4H-benzo[e][1,2,4]thiadiazine 1,1-dioxide C1(CCC1)CNC1=NS(C2=C(N1)C(=CC=C2)C2=C(C(=CC(=C2)F)F)F)(=O)=O